3-(4-(4-Amino-4-methylpiperidin-1-yl)phenyl)-5-(2-fluoro-6-methoxyphenyl)-1H-pyrazolo[4,3-c]pyridazin-6(5H)-on NC1(CCN(CC1)C1=CC=C(C=C1)C1=NNC=2C1=NN(C(C2)=O)C2=C(C=CC=C2OC)F)C